FC(CN1N=NC2=C1C=C(C=C2)C=2C=CN1N=C(N=C(C12)OC)N[C@@H]1CCC(N(C1)C)=O)F (R)-5-((5-(1-(2,2-difluoroethyl)-1H-benzo[d][1,2,3]triazol-6-yl)-4-methoxypyrrolo[2,1-f][1,2,4]triazin-2-yl)amino)-1-methylpiperidin-2-one